2-{[2-methoxy-5-(methylsulfonyl)phenyl]amino}-4-[(2-methyl-1,2,3,4-tetrahydroisoquinolin-5-yl)amino]pyrimidine-5-carboxamide COC1=C(C=C(C=C1)S(=O)(=O)C)NC1=NC=C(C(=N1)NC1=C2CCN(CC2=CC=C1)C)C(=O)N